C(CCC)(=O)N1C(CCC1)C(=O)O butyryl-pyrrolidine-2-carboxylic acid